SCCC(=O)OCCO.SCCC(=O)OCCO.SCCC(=O)OCCO trishydroxyethyl tris(3-sulfanyl propionate)